C1(CC1)C1=NC=NC(=C1B1OC(C(O1)(C)C)(C)C)C 4-cyclopropyl-6-methyl-5-(4,4,5,5-tetramethyl-1,3,2-dioxaborolan-2-yl)pyrimidine